C(C=CC=CC=CC=CC=CC=CCCCCCCCCCCCCCCCCCCC)(=O)O Dotriacontahexaenoic acid